tert-butyl-dimethyl-[1-methyl-2-(4-methyl-3-nitro-pyrazol-1-yl)ethoxy]silane C(C)(C)(C)[Si](OC(CN1N=C(C(=C1)C)[N+](=O)[O-])C)(C)C